Diisopropylidenebenzene C(C)(C)=C1C(C=CC=C1)=C(C)C